CN(CC(C)N1CCNCC1)C N,N-dimethyl-2-(piperazin-1-yl)propan-1-amine